methyl 2-chloro-4-[[4-[1-isopropyl-4-(trifluoromethyl)imidazol-2-yl]phenyl]amino]pyrimidine-5-carboxylate ClC1=NC=C(C(=N1)NC1=CC=C(C=C1)C=1N(C=C(N1)C(F)(F)F)C(C)C)C(=O)OC